perfluorophenyl 6-((diethoxyphosphoryl)methyl)quinoline-3-carboxylate C(C)OP(=O)(OCC)CC=1C=C2C=C(C=NC2=CC1)C(=O)OC1=C(C(=C(C(=C1F)F)F)F)F